C(C)NC1CC(N(C1)C(=O)[O-])C(=O)[O-] 4-(ethylamino)pyrrolidine-1,2-dicarboxylate